C(C)(C)(C)OC(=O)N(C1=CC(=NC=2N1N=CC2C2CC2)NC[C@@H]2[C@H](CN(CC2)C(=O)[O-])O)CC=2N=C1N(C(=CC=C1)OC)C2 (3r,4r)-4-(((7-((tert-butoxycarbonyl) ((5-methoxyimidazo[1,2-a]pyridin-2-yl) methyl) amino)-3-cyclopropylpyrazolo[1,5-a]pyrimidin-5-yl) amino) methyl)-3-hydroxypiperidine-1-carboxylate